OC[C@H]1N(CC2=CC=CC=C12)C(=O)OC(C)(C)C tert-butyl (S)-1-(hydroxymethyl)isoindoline-2-carboxylate